3-(Benzyloxy)cyclobutan-1-one C(C1=CC=CC=C1)OC1CC(C1)=O